FC1=C(C=C(C(=C1)F)C(=O)OC)N1CCN(CC1)C(=O)OCC1=CC=CC=C1 Benzyl 4-(2,4-difluoro-5-(methoxycarbonyl)phenyl)piperazine-1-carboxylate